ClC=1C=C(SC1Cl)S(=O)(=O)NC(=O)C1=CC(=NN1)C1=CC(=C(C(=C1)OC)OC)OC N-((4,5-dichlorothiophen-2-yl)sulfonyl)-3-(3,4,5-trimethoxyphenyl)-1H-pyrazole-5-carboxamide